COC(=O)C=1C(=NC(=NC1)N)OC(C)C 2-amino-4-isopropoxy-pyrimidine-5-carboxylic acid methyl ester